C(C)OCCC1CCN(CC1)C(=O)OC(C)(C)C tert-Butyl 4-(2-ethoxyethyl)piperidine-1-carboxylate